methyl (S)-2-((tert-butoxycarbonyl)amino)-5-oxohept-6-enoate C(C)(C)(C)OC(=O)N[C@H](C(=O)OC)CCC(C=C)=O